BrC1=CC=CC(=N1)NC(=O)C1NCC(C1)F N-(6-bromopyridin-2-yl)-4-Fluoropyrrolidine-2-carboxamide